OC(C(=O)C1=CC=C2C(CC(C2=C1)(C)C)(C1=CC=C(C=C1)C(C(C)(C)O)=O)C)(C)C 2,3-dihydro-6-(2-hydroxy-2-methyl-1-oxopropyl)-1,1,3-trimethyl-3-[4-(2-hydroxy-2-methyl-1-oxopropyl)phenyl]-1H-indene